3-[[[[(2-aminoethyl)methylamino]carbonyl]oxy]methyl]-2-methyl-1-[(2,3,4,9-tetrahydro-9-methyl-4-oxo-1H-carbazol-3-yl)methyl]-1H-imidazolium chloride hydrochloride Cl.[Cl-].NCCN(C(=O)OC[N+]1=C(N(C=C1)CC1CCC=2N(C3=CC=CC=C3C2C1=O)C)C)C